tert-butyl 2-(2-fluoro-4-(trifluoromethyl)phenyl)-3-hydroxy-5,5-dimethylpiperidine-1-carboxylate FC1=C(C=CC(=C1)C(F)(F)F)C1N(CC(CC1O)(C)C)C(=O)OC(C)(C)C